[N+](=O)([O-])C1=CC=C(C=C1)S(=O)(=O)NCC(=O)N[C@@H]([C@@H](C)CC)C(=O)[O-] (4-nitrobenzene-1-sulfonyl)glycyl-L-isoleucinate